O1C(CC1)CC1=NNC2=CC=C(C=C12)C(=O)OC methyl 3-(oxetan-2-ylmethyl)-1H-indazole-5-carboxylate